C1(CC1)C(C(=O)NC1=NC=C(C=C1)OC1=CC=C(C=C1)F)N1CCN(CC1)C(=O)C1=CNC(C=C1)=O 2-cyclopropyl-N-(5-(4-fluorophenoxy)pyridin-2-yl)-2-(4-(6-oxo-1,6-dihydropyridine-3-carbonyl)piperazin-1-yl)acetamide